COC1=CC=C(C=C1)NC(C(C(=O)N[C@@H](CC1=CC=CC=C1)OB(O)O)C)=O ((1R)-1-(3-((4-methoxyphenyl)amino)-2-methyl-3-oxopropionamido)-2-phenylethyl)boric acid